nonadecyl-phosphoric acid C(CCCCCCCCCCCCCCCCCC)OP(O)(O)=O